5-(trifluoromethoxy)benzoate FC(OC=1C=CC=C(C(=O)[O-])C1)(F)F